BrC1=CC(=C(C=C1)C(C)=O)OC 1-(4-bromo-2-methoxyphenyl)ethanone